PYRROLIDINYL-UREA N1(CCCC1)NC(=O)N